C(C)OC(=O)C1=C(N=C2N1C=CC(=C2)Cl)COC2OCCCC2 7-chloro-2-(((tetrahydro-2H-pyran-2-yl)oxy)methyl)imidazo[1,2-a]pyridine-3-carboxylic acid ethyl ester